C(C1=CC=CC=C1)(=O)\C=C\1/[C@@H]2N([C@H](C(S2)(C)C)C(=O)OC(C2=CC=CC=C2)C2=CC=CC=C2)C1=O benzhydryl 6-(Z)-(1-Benzoylmethylene)penicillanate